4-chloro-2-methyl-pyrazolo[3,4-b]Pyridine ClC=1C=2C(N=CC1)=NN(C2)C